[Na].C1CCC2=C(C=3CCCC3C=C12)NC(=O)NS(=O)(=O)C1=NN(C(=C1)C(=O)N(C1CCOCC1)C)C 3-(N-((1,2,3,5,6,7-Hexahydro-s-indacen-4-yl)carbamoyl)sulfamoyl)-N,1-dimethyl-N-(tetrahydro-2H-pyran-4-yl)-1H-pyrazole-5-carboxamide, sodium salt